monohydroxypentamethoxyflavonol OC=1C(=C(C=2OC3=C(C(=C(C(=C3C(C2O)=O)OC)OC)OC)OC)C=CC1)OC